1-((S)-2-hydroxy-2-((1S,3aS,3bR,5aR,7R,10aS,10bR,12aS)-7-hydroxy-7,12a-dimethyloctadecahydrocyclohepta[a]cyclopenta[f]naphthalen-1-yl)propyl)-1H-pyrazole-4-carbonitrile O[C@@](CN1N=CC(=C1)C#N)(C)[C@H]1CC[C@H]2[C@@H]3CC[C@H]4[C@@H]([C@H]3CC[C@@]21C)CCC[C@@](C4)(C)O